N-(5-fluoropyridin-2-yl)-2-(6-isopropyl-2-(6-(methylthio)pyridin-3-yl)-5,8-dioxo-5,6,7,8-tetrahydro-4H-pyrazolo[1,5-a]pyrrolo[3,4-d]pyrimidin-4-yl)acetamide FC=1C=CC(=NC1)NC(CN1C=2N(C(C3=C1C(N(C3)C(C)C)=O)=O)N=C(C2)C=2C=NC(=CC2)SC)=O